9-(1-((6-chloro-2-(1-methyl-1H-indazol-5-yl)pyridin-3-yl)amino)ethyl)-3-(2-hydroxyethyl)-4,7-dimethyl-3,4-dihydro-5H-pyrazolo[3,4-c]isoquinolin-5-one ClC1=CC=C(C(=N1)C=1C=C2C=NN(C2=CC1)C)NC(C)C=1C=2C3=C(N(C(C2C=C(C1)C)=O)C)N(N=C3)CCO